3-benzyloxy-estra-1,3,5(10)-trien-17-one C(C1=CC=CC=C1)OC1=CC=2CC[C@H]3[C@@H]4CCC([C@@]4(C)CC[C@@H]3C2C=C1)=O